C(C)C=1C=C2NC=C(CCN)C2=CC1 6-ethyl-tryptamine